1-(tert-butyl)-N-(2-methyl-4-(6-(4-methylpiperazin-1-yl)pyrazolo[1,5-a]pyrazin-4-yl)benzyl)-1H-1,2,3-triazole-4-carboxamide trifluoroacetate FC(C(=O)O)(F)F.C(C)(C)(C)N1N=NC(=C1)C(=O)NCC1=C(C=C(C=C1)C=1C=2N(C=C(N1)N1CCN(CC1)C)N=CC2)C